3,4-dichlorophenyl 2,4-di-O-acetyl-3-deoxy-3-[4-(3,4,5-trifluorophenyl)-thiazol-2-yl]-1-thio-α-D-galactopyranoside C(C)(=O)O[C@H]1[C@@H](SC2=CC(=C(C=C2)Cl)Cl)O[C@@H]([C@@H]([C@@H]1C=1SC=C(N1)C1=CC(=C(C(=C1)F)F)F)OC(C)=O)CO